N-(3-(2-((2-methoxy-4-(4-methyl-1-piperazinyl)phenyl)amino)-7-oxo-6-phenyl-8(7H)-pteridinyl)phenyl)acrylamide methanesulfonate monohydrate O.CS(=O)(=O)O.COC1=C(C=CC(=C1)N1CCN(CC1)C)NC1=NC=2N(C(C(=NC2C=N1)C1=CC=CC=C1)=O)C=1C=C(C=CC1)NC(C=C)=O